NNC(C1=C(C=C(C=C1)C(F)(F)F)OC)=NC N-amino-2-methoxy-N'-methyl-4-(trifluoromethyl)benzamidine